C(C)(C)(C)OC(=O)N1CCN(CC1)C[C@H]1N(CC2=CC=CC=C2C1)C(=O)C=1SC=CC1 4-{[(3S)-2-(thiophen-2-ylcarbonyl)-1,2,3,4-tetrahydroisoquinolin-3-yl]Methyl}piperazine-1-Carboxylic acid tert-butyl ester